2,7-dichloro-4-hydroxy-9H-indeno[2,1-d]pyrimidin-9-one ClC=1N=C(C2=C(N1)C(C=1C=C(C=CC12)Cl)=O)O